[2-amino-4-(trifluoromethoxy)phenyl]-[4-[2-[1,4-dioxan-2-yl]-3H-imidazo[4,5-b]pyridin-7-yl]-1-piperidyl]methanone NC1=C(C=CC(=C1)OC(F)(F)F)C(=O)N1CCC(CC1)C1=C2C(=NC=C1)NC(=N2)C2OCCOC2